NC(C)(C)C1=CC(=NC(=C1)C1=CC=C(C=C1)F)OC1[C@@H]2CN(C[C@H]12)C(=O)C1=CC(=NN1C)N1N=CC=N1 ((1R,5S,6s)-6-((4-(2-aminopropan-2-yl)-6-(4-fluorophenyl)pyridin-2-yl)oxy)-3-azabicyclo[3.1.0]hexan-3-yl)(1-methyl-3-(2H-1,2,3-triazol-2-yl)-1H-pyrazol-5-yl)methanone